ClC1=C(C=CC=2C3=C(NC12)CCN(C3CSC)C(=O)C3=NC=C(C=N3)OC)Cl (6,7-dichloro-1-((methylthio)methyl)-1,3,4,5-tetrahydro-2H-pyrido[4,3-b]indol-2-yl)(5-methoxypyrimidin-2-yl)methanone